2-(2,6-dimethylpyridin-4-yl)-3-isopropyl-N-methyl-N-phenethyl-1H-indole-5-carboxamide CC1=NC(=CC(=C1)C=1NC2=CC=C(C=C2C1C(C)C)C(=O)N(CCC1=CC=CC=C1)C)C